The molecule is an organic cation which is an intermediate in the biosynthetic pathway leading to the synthesis of the monoterpenoid indole alkaloids, catharanthine and tabersonine. It is a methyl ester, a monoterpenoid indole alkaloid, an organic heterotetracyclic compound, an organic cation and an acetate ester. C/C=C\\1/C=[N+]2CC[C@@H]1[C@](C3=C(CC2)C4=CC=CC=C4N3)(COC(=O)C)C(=O)OC